isobutylethyne C(C(C)C)C#C